aluminum isopropoxide bis(acetoacetate) C(CC(=O)C)(=O)[O-].C(CC(=O)C)(=O)[O-].CC([O-])C.[Al+3]